FC1=NC(=CC=C1C1=C(C=NN1C1COC1)C(=O)OCC)F Ethyl 5-(2,6-difluoropyridin-3-yl)-1-(oxetan-3-yl)pyrazole-4-carboxylate